5-(1-Acetylpiperidin-4-yl)-N-(3-(3-chloro-2-(3-(difluoromethoxy)-4-formylphenyl)pyridin-4-yl)-2-methylphenyl)-1-methyl-4,5,6,7-tetrahydro-1H-imidazo[4,5-c]pyridine-2-carboxamide C(C)(=O)N1CCC(CC1)N1CC2=C(CC1)N(C(=N2)C(=O)NC2=C(C(=CC=C2)C2=C(C(=NC=C2)C2=CC(=C(C=C2)C=O)OC(F)F)Cl)C)C